CC(/C=C(/C(=O)O)\CC(N[C@@H](C)C1=CC=C(C=C1)C(F)(F)F)=O)C (S,E)-4-methyl-2-(2-oxo-2-((1-(4-(trifluoromethyl)phenyl)ethyl)amino)ethyl)pent-2-enoic acid